C(C1=CC=CC=C1)SC1=CC(=C2C=NNC2=C1)Cl 6-benzylsulfanyl-4-chloro-1H-indazole